1-(2,4-dichlorophenyl)-5-phenyl-4,5-dihydro-1H-pyrazole-3-carboxylic acid ethyl ester C(C)OC(=O)C1=NN(C(C1)C1=CC=CC=C1)C1=C(C=C(C=C1)Cl)Cl